ClC1=C(C=CC(=C1)CN1C=NC(=C1)F)[C@@H]1[C@H](C1)C(=O)O (1S,2S)-2-(2-chloro-4-((4-fluoro-1H-imidazol-1-yl)methyl)phenyl)cyclopropane-1-carboxylic acid